C(C)[C@@H]1CNS(C2=C(O1)C1=CC=CC=C1C=C2)(=O)=O (2R)-2-ethyl-3,4-dihydro-2H-naphtho[1,2-b][1,4,5]oxathiazepine 5,5-dioxide